3-(8-Cyanoquinolin-5-yl)-N-(1-(2-hydroxyethyl)piperidin-4-yl)-5-(trifluoromethyl)-3-azabicyclo[3.1.0]Hexane-1-carboxamide C(#N)C=1C=CC(=C2C=CC=NC12)N1CC2(CC2(C1)C(F)(F)F)C(=O)NC1CCN(CC1)CCO